CN(C1=NC(N(C2=CC(=CC=C12)C1OCCC1)C1=CC=CC=C1)=O)C 4-(dimethylamino)-1-phenyl-7-(tetrahydrofuran-2-yl)quinazolin-2(1H)-one